N(=[N+]=[N-])CC=1C=C(C=CC1)C=1C(=C2C(=NC(=NN2C1)C=1N(C=CN1)C)O)C1=CC=CC=C1 (3-(azidomethyl)phenyl)-2-(1-methyl-1H-imidazol-2-yl)-5-phenylpyrrolo[2,1-f][1,2,4]triazin-4-ol